(1R,3R)-tert-butyl 1-((R)-1,1-dimethylethylsulfinamido)-3-hydroxy-8-azaspiro[4.5]decane-8-carboxylate CC(C)(C)[S@@](=O)N[C@@H]1C[C@@H](CC12CCN(CC2)C(=O)OC(C)(C)C)O